N-cyanotri-ethylammonium tetrafluoroborate F[B-](F)(F)F.C(#N)[N+](CC)(CC)CC